2-(3-(difluoromethyl)-5-fluorobenzyl)pyridin FC(C=1C=C(CC2=NC=CC=C2)C=C(C1)F)F